2,5-dihydroxymethyl-imidazole OCC=1NC(=CN1)CO